(8aS)-Methyl-hexahydropyrrolo[1,2-a]pyrazine-1,4-dione CN1C([C@H]2N(C(C1)=O)CCC2)=O